CP(OCC)(OC1=C(C(=CC(=C1)CCC)O)C1=C(C=CC(=C1)C)C(=C)C)=O ethyl (6-hydroxy-5'-methyl-2'-(prop-1-en-2-yl)-4-propyl-[1,1'-biphenyl]-2-yl) methylphosphonate